BrC1=CC=C(C=C1)C=1C(=NC=NC1OCCO)NS(=O)(=O)NCCC N-[5-(4-bromophenyl)-6-(2-hydroxyethoxy)-4-pyrimidinyl]-N'-propyl-sulfamide